2,4-diphenyl-6-[3'-(4,4,5,5-tetramethyl-1,3,2-dioxaborolan-2-yl)[1,1'-biphenyl]-3-yl]-1,3,5-triazine C1(=CC=CC=C1)C1=NC(=NC(=N1)C1=CC=CC=C1)C=1C=C(C=CC1)C1=CC(=CC=C1)B1OC(C(O1)(C)C)(C)C